N-(6-(2H-1,2,3-triazol-2-yl)-5-(trifluoromethyl)pyridin-3-yl)-3,5'-dimethyl-[2,3'-bipyridine]-6'-carboxamide N=1N(N=CC1)C1=C(C=C(C=N1)NC(=O)C1=C(C=C(C=N1)C1=NC=CC=C1C)C)C(F)(F)F